(2,3,4-tributylphenyl) 4,4'-biphenylbisphosphonate C1(=CC=C(C=C1)P([O-])(=O)OC1=C(C(=C(C=C1)CCCC)CCCC)CCCC)C1=CC=C(C=C1)P([O-])(=O)[O-]